5-fluoro-pyridin FC=1C=CC=NC1